C(CCCCCCCCCCCCC)N(C)C.SC=1N=NSC1 mercaptothiadiazole tetradecyldimethylamine salt